1-((S)-1-(5-fluoro-3-methylbenzofuran-2-yl)-2-methylpropyl)-3-(3-(S-methylsulfonimidoyl)phenyl)urea FC=1C=CC2=C(C(=C(O2)[C@H](C(C)C)NC(=O)NC2=CC(=CC=C2)S(=O)(=N)C)C)C1